6-Fluoro-2-(5-fluoro-6-(piperidin-1-yl)pyridin-3-yl)-1H-indole FC1=CC=C2C=C(NC2=C1)C=1C=NC(=C(C1)F)N1CCCCC1